[Cl-].COC1=CC=C(C=N1)N[NH3+] 2-(6-methoxypyridin-3-yl)hydrazinium chloride